(Z)-6-(3-((tert-Butyldimethylsilyl)oxy)-2-fluorophenyl)-8-(2-fluorobenzyl)-2-(furan-2-ylmethylene)imidazo[1,2-a]pyrazin-3(2H)-one [Si](C)(C)(C(C)(C)C)OC=1C(=C(C=CC1)C=1N=C(C=2N(C1)C(/C(/N2)=C/C=2OC=CC2)=O)CC2=C(C=CC=C2)F)F